3-bromo-7-chloro-4-fluoro-1H-indazole BrC1=NNC2=C(C=CC(=C12)F)Cl